(R)-2'-hydroxy-6-methoxy-4',6'-dimethyl-[1,1'-biphenyl]-2-carbonitrile OC1=C(C(=CC(=C1)C)C)C=1C(=CC=CC1OC)C#N